4-amino-3,3-difluoropiperidine NC1C(CNCC1)(F)F